ClC1=C(C=CC=C1)CC(=O)NC=1C=C(N=NC1)N(C(C)=O)C1=CC=CC=C1 N-{5-[2-(2-chlorophenyl)acetylamino]pyridazin-3-yl}-N-phenylacetamide